N,N'-bis(4-nitrophenyl)-N,N'-diphenyl-1,4-biphenyldiamine [N+](=O)([O-])C1=CC=C(C=C1)N(C1(CC=C(C=C1)N(C1=CC=CC=C1)C1=CC=C(C=C1)[N+](=O)[O-])C1=CC=CC=C1)C1=CC=CC=C1